7-amino-3-ethyl-5-((2-(6-(methoxymethyl)pyridin-2-yl)ethyl)amino)-2-methylpyrazolo[1,5-a]pyrimidine NC1=CC(=NC=2N1N=C(C2CC)C)NCCC2=NC(=CC=C2)COC